1-(4-bromophenyl)-3,3-dimethoxycyclobutane-1-carbonitrile BrC1=CC=C(C=C1)C1(CC(C1)(OC)OC)C#N